FC1=CC=C(C(=C1)C(=O)O)C(=O)O 5-fluorobenzene-1,2-dicarboxylic acid